CC1C=2N(CCN1)N=C(C2)C(=O)O 4-methyl-4,5,6,7-tetrahydropyrazolo[1,5-a]pyrazine-2-carboxylic acid